2-(9-ethyl-6-((2S,5R)-4-(1-(3-(2-hydroxypropan-2-yl)phenyl)ethyl)-2,5-dimethylpiperazin-1-yl)-3-methyl-2-oxo-3,9-dihydro-2H-purin-8-yl)acetonitrile C(C)N1C=2N(C(N=C(C2N=C1CC#N)N1[C@H](CN([C@@H](C1)C)C(C)C1=CC(=CC=C1)C(C)(C)O)C)=O)C